C12CN(CC(CC1)O2)S(=O)(=O)C2=CC=C(C=C2)CNC(=O)C=2C=CC=1N(C2)C=CN1 N-[(4-{8-oxa-3-azabicyclo[3.2.1]octane-3-sulfonyl}phenyl)methyl]imidazo[1,2-a]pyridine-6-carboxamide